ClC=1C=C(C=2CCC(C2C1)O)S(=O)(=O)NC1=C(C(=C(C=C1)F)C=1C=C2C=NC(=NC2=C(C1)OC)NC1CNCCC1)F 6-chloro-N-{2,4-difluoro-3-[8-methoxy-2-(piperidin-3-ylamino)quinazolin-6-yl]phenyl}-1-hydroxy-2,3-dihydro-1H-indene-4-sulfonamide